C1(=CC=CC=C1)C(CCCCC(C)C)P([O-])([O-])([O-])CCCCCC(C)C phenyl-diisooctylphosphite